4-(3,3,5,5-tetramethyl-2,6-dioxo-4-oxylpiperazin-1-yl)-L-phenylglycine CC1(C(N(C(C(N1O)(C)C)=O)C1=CC=C([C@H](N)C(=O)O)C=C1)=O)C